1-(4-fluorophenyl)-4-methoxy-N-(4-{[2-(5-{[(2-methoxyethyl)amino]methyl}pyridin-2-yl)thieno[3,2-b]pyridin-7-yl]oxy}phenyl)-2-oxo-1,2-dihydropyridine-3-carboxamide FC1=CC=C(C=C1)N1C(C(=C(C=C1)OC)C(=O)NC1=CC=C(C=C1)OC1=C2C(=NC=C1)C=C(S2)C2=NC=C(C=C2)CNCCOC)=O